C(C1=CC=CC=C1)[C@@H](C(C)=O)CC (S)-3-benzylpentan-2-one